N-vinyloxyvinylurea C(=C)OC=CNC(=O)N